1,4-bis-(beta-hydroxyethoxy)-benzene OCCOC1=CC=C(C=C1)OCCO